m-xylylenediamine tin (ii) bromide [Sn](Br)Br.C1(=CC(=CC=C1)CN)CN